OP(O)OP(O)O.C(C)(C)(C)C1=C(C(=CC(=C1)C(C)(C)C)C(C)(C)C)C(O)(C(CO)(CO)CO)C1=C(C=C(C=C1C(C)(C)C)C(C)(C)C)C(C)(C)C bis-(2,4,6-tri-tert-butyl-phenyl)pentaerythritol diphosphite